4-fluoro-N-{phenyl[4-(propan-2-yl)phenyl]methyl}-1-[3-(pyrazin-2-yl)propanoyl]pyrrolidine-2-carboxamide FC1CC(N(C1)C(CCC1=NC=CN=C1)=O)C(=O)NC(C1=CC=C(C=C1)C(C)C)C1=CC=CC=C1